C(CCC)NC(=O)NCCCC 1,3-di-n-butylurea